methyl 4-[(5-methoxy-2-pyridyl)methyl]piperidine-1,4-dicarboxylate COC=1C=CC(=NC1)CC1(CCN(CC1)C(=O)OC)C(=O)[O-]